Cl.N[C@H](C(=O)OCCCC)C (S)-butyl 2-aminopropanoate hydrochloride